BrC1=NN(C(=C1)C(=O)NC1(CC1)C(=O)NNC(C1=CC=C(C=C1)CC)=O)C1=NC=CC=C1Cl 3-bromo-1-(3-chloropyridin-2-yl)-N-(1-(2-(4-ethylbenzoyl)hydrazine-1-carbonyl)cyclopropyl)-1H-pyrazole-5-carboxamide